Para-nitrobenzoate [N+](=O)([O-])C1=CC=C(C(=O)[O-])C=C1